C(C=C)(=O)O.C=CCC butene acrylate